FC=1C=CC(=C(C(=O)OC)C1)NC1=C(C=C(C=C1)F)C methyl 5-fluoro-2-((4-fluoro-2-methyl-phenyl)amino)-benzoate